S(=O)(=O)(O)C1=CC=C(C)C=C1.C(C)OC([C@@H](N)CCC(=O)OCC)=O L-glutamic acid diethyl ester tosylate